C(C)(=O)OC1COC2=C1C=C(C=C2SCC2=CC=CC=C2)Cl 7-(benzylsulfanyl)-5-chloro-2,3-dihydro-1-benzofuran-3-yl acetate